1-amino-2-(3-hydroxy-2,6-dimethylphenyl)-7-(pyridin-3-yl)-2,8-dihydro-9H-2,3,5,8-tetraazabenzo[cd]azulen-9-one NC=1N(C2=C3C(C=C(NC(C13)=O)C=1C=NC=CC1)=NC=N2)C2=C(C(=CC=C2C)O)C